L-glucose carbon [C].O=C[C@@H](O)[C@H](O)[C@@H](O)[C@@H](O)CO